tert-Butyl N-(cyclooctyl{5-[2-(dimethylcarbamoyl)phenyl]-4-fluoro-1H-benzimidazol-2-yl} methyl)carbamate C1(CCCCCCC1)C(NC(OC(C)(C)C)=O)C1=NC2=C(N1)C=CC(=C2F)C2=C(C=CC=C2)C(N(C)C)=O